S1C=CC2=C1C=C(C=C2)CS(=O)(=O)N (benzothien-6-yl)methanesulfonamide